C(C)(C)(C)OC(=O)N1CC(C1)C12CC(C1)(C2)CC(=O)O 2-[3-(1-tert-Butoxycarbonyl-azetidin-3-yl)-1-bicyclo[1.1.1]pentanyl]acetic acid